BrC=1C=C2C=CN(C(C2=CC1F)=O)C[C@H]1C[C@H](C[C@H](C1)OCOC)NC(OCC1=CC=CC=C1)=O benzyl N-[(1R,3S,5S)-3-[(6-bromo-7-fluoro-1-oxo-2-isoquinolyl)methyl]-5-(methoxymethoxy)cyclohexyl]carbamate